2-(piperidin-1-yl)acetamide Sodium [Na].N1(CCCCC1)CC(=O)N